CN1N=CC(=C1C)C1=CC=2C=NC=CC2N1 2-(1,5-dimethyl-1H-pyrazol-4-yl)-1H-pyrrolo[3,2-c]Pyridine